[Si](C)(C)(C(C)(C)C)O[C@@H]1CO[C@H]2[C@@H]1OC[C@@H]2NC(OCC2=CC=CC=C2)=O benzyl ((3S,3aR,6R,6aS)-6-((tert-butyldimethylsilyl)-oxy)hexahydrofuro[3,2-b]furan-3-yl)carbamate